di-(2-heptyl)phenyl-phosphine N6-methyladenosine-5'-triphosphate P(O)(=O)(OP(=O)(O)OP(=O)(O)O)OC[C@@H]1[C@H]([C@H]([C@@H](O1)N1C=NC=2C(NC)=NC=NC12)O)O.CC(CCCCC)P(C1=CC=CC=C1)C(C)CCCCC